CN1N=CC(=C1)C1(CC1)N 1-(1-methyl-1H-pyrazol-4-yl)cyclopropylamine